O=C1NC(CCC1C1=COC2=C1C=C(C=C2)C#CCNC(C2=NC=C(C=C2C)C=2N=CC1=C(C=CC=C1C2)C2=CC1=C(N(C(N1C)=O)C)C(=C2)F)=O)=O N-(3-(3-(2,6-dioxopiperidin-3-yl)benzofuran-5-yl)prop-2-yn-1-yl)-5-(8-(7-fluoro-1,3-dimethyl-2-oxo-2,3-dihydro-1H-benzo[d]imidazol-5-yl)isoquinolin-3-yl)-3-methylpicolinamide